(E)-3-(3-(8-benzyl-2-oxa-5,8-diazaspiro[3.4]octane-5-carbonyl)phenyl)-1-(3,4-dimethoxyphenyl)prop-2-en-1-one C(C1=CC=CC=C1)N1CCN(C12COC2)C(=O)C=2C=C(C=CC2)/C=C/C(=O)C2=CC(=C(C=C2)OC)OC